CN1N=CC(=C1)C1=CN=C2C[C@H](CNC2=C1)[C@@H](C1=CC=CC=C1)NCCC=1C=C(C=CC1)CC(=O)O 2-[3-[2-[[(S)-[(3R)-7-(1-methylpyrazol-4-yl)-1,2,3,4-tetrahydro-1,5-naphthyridin-3-yl]-phenyl-methyl]amino]ethyl]phenyl]acetic acid